butyric acid-succinimidyl ester C1(CCC(N1OC(CCC)=O)=O)=O